6-amino-N-(2-{8-amino-6-oxa-3-azabicyclo[3.2.1]octan-3-yl}-5,6,7,8-tetrahydroquinolin-6-yl)-2-methylthieno[2,3-d][1,3]thiazole-5-carboxamide NC1=C(SC=2N=C(SC21)C)C(=O)NC2CC=1C=CC(=NC1CC2)N2CC1COC(C2)C1N